C1(CC1)N1CCN(CC1)C(=O)C1=CC=C(C=C1)[C@@H]1CC2(CC(C2)C#N)CCN1CC1=C2C=CNC2=C(C=C1OC)C (2R,4s,6S)-6-(4-(4-cyclopropylpiperazine-1-carbonyl)phenyl)-7-((5-methoxy-7-methyl-1H-indol-4-yl)methyl)-7-azaspiro[3.5]nonane-2-carbonitrile